ClC1=CC2=C(C=N1)C(=NN2C2=NC(=CC(=C2)C(F)F)[C@]2(COCC2)OC)C (R)-6-chloro-1-(4-(difluoromethyl)-6-(3-methoxytetrahydrofuran-3-yl)pyridine-2-yl)-3-methyl-1H-pyrazolo[4,3-c]pyridine